NCCN(CCN1C(N(CC1)CCNCCN(CC#N)CC#N)=O)CC#N 2,2'-((2-((2-(3-(2-((2-aminoethyl)(cyanomethyl)amino)ethyl)-2-oxoimidazolidin-1-yl)ethyl)amino)ethyl)azane-diyl)diacetonitrile